BrC=1N=C2C(=C(C(N(C2=CC1)C)=O)C#N)N1CCN(CC1)CC1=C(C=CC=C1)NC(OC(C)(C)C)=O tert-butyl (2-((4-(6-bromo-3-cyano-1-methyl-2-oxo-1,2-dihydro-1,5-naphthyridin-4-yl)piperazin-1-yl)methyl)phenyl)carbamate